C(C)OC1=C(C=CC(=N1)C(CS(=O)(=O)C)N1C(NC2=C1C=CC(=C2)C2=C(C=CC=C2)F)=O)OC 1-(1-(6-ethoxy-5-methoxypyridin-2-yl)-2-(methylsulfonyl)ethyl)-5-(2-fluorophenyl)-1H-benzo[d]imidazol-2(3H)-one